4-(3-methoxypropyl)-7-((4-(4-(trifluoromethyl)piperidin-1-yl)phenyl)amino)-2H-benzo[b][1,4]oxazin-3(4H)-one COCCCN1C2=C(OCC1=O)C=C(C=C2)NC2=CC=C(C=C2)N2CCC(CC2)C(F)(F)F